tert-Butyl N-[4-carbamoyl-2-isopropyl-5-[4-[2-[[3-[(1-methylcyclobutyl)methyl]isoxazol-5-yl]amino]-2-oxoethyl]phenyl]pyrazol-3-yl]carbamate C(N)(=O)C1=C(N(N=C1C1=CC=C(C=C1)CC(=O)NC1=CC(=NO1)CC1(CCC1)C)C(C)C)NC(OC(C)(C)C)=O